IC=1C=CC2=C(NC(=N2)/C=C/C2=CC=C(N(C)C)C=C2)C1 4-[(E)-2-(6-iodo-1H-benzimidazol-2-yl)vinyl]N,N-dimethylaniline